(R)-1-(2-(((6-Amino-5-(4-phenoxyphenyl)pyrimidin-4-yl)oxy)methyl)morpholino)prop-2-en-1-on NC1=C(C(=NC=N1)OC[C@@H]1OCCN(C1)C(C=C)=O)C1=CC=C(C=C1)OC1=CC=CC=C1